CC1(OB(OC1(C)C)C12C3CC(CC31)C2C2=CC=C(C=C2)C)C 4,4,5,5-tetramethyl-2-(7-(p-tolyl)tricyclo[2.2.1.02,6]heptan-1-yl)-1,3,2-dioxaborolane